C(C)(C)(C)OC(=O)N1C(C2=CC=C(C=C2CC1)Cl)=O 6-chloro-1-oxo-3,4-dihydroisoquinoline-2(1H)-carboxylic acid tert-butyl ester